ClC=1N=C(C(=NC1)CC)OC(CC)CC 5-chloro-2-ethyl-3-(pentan-3-yloxy)pyrazine